N1(CCNCC1)CCNC(O[C@H]1CC[C@@]2([C@H]3C[C@H]([C@@]4([C@H](CC[C@@]4([C@@H]3CC[C@@H]2C1)O)C=1COC(C1)=O)C)O)C)=O (3S,5R,8R,9S,10S,12R,13S,14S,17R)-12,14-dihydroxy-10,13-dimethyl-17-(5-oxo-2,5-dihydrofuran-3-yl)hexadecahydro-1H-cyclopenta[a]phenanthren-3-yl (2-(piperazin-1-yl)ethyl)carbamate